O.Cl.Cl.ClC1=C(C=CC=C1Cl)N1CCN(CC1)CC[C@@H]1CC[C@H](CC1)N trans-4-{2-[4-(2,3-dichlorophenyl)-piperazin-1-yl]-ethyl}-cyclohexylamine dihydrochloride monohydrate